5-[2-(2-chlorophenyl)-2-hydroxyethyl]-3-ethyl-4-oxo-4,5,6,7-tetrahydropyrazolo[1,5-a]pyrazine-2-carboxylic acid ClC1=C(C=CC=C1)C(CN1C(C=2N(CC1)N=C(C2CC)C(=O)O)=O)O